2-((3-isopropoxy-1-methyl-1H-pyrazol-4-yl)amino)-7H-pyrrolo[2,3-d]pyrimidine-6-carbonitrile C(C)(C)OC1=NN(C=C1NC=1N=CC2=C(N1)NC(=C2)C#N)C